OC[C@H](C[C@H]1C(NCC1)=O)NC([C@H](CC(C)C)NC(OCC1C[C@@H]2CCC[C@H](C1)C2)=O)=O ((1R,5S)-Bicyclo[3.3.1]nonan-3-yl)methyl ((S)-1-(((S)-1-hydroxy-3-((S)-2-oxopyrrolidin-3-yl)propan-2-yl)amino)-4-methyl-1-oxopentan-2-yl)carbamate